C(#N)C1=CC=2N(N=C1)C(=CC2)C2=CC(=C(C=N2)C2=NN=C(S2)C2CCN(CC2)C(=O)OC(C)(C)C)NC tert-butyl 4-[5-(6-{3-cyanopyrrolo[1,2-b]pyridazin-7-yl}-4-(methylamino)pyridin-3-yl)-1,3,4-thiadiazol-2-yl]piperidine-1-carboxylate